BrC=1C=C(C(=C(C1)NC(=O)NC1=CC(=CC=C1)SC)O)C 1-(5-bromo-2-hydroxy-methylphenyl)-3-(3-methylsulphanylphenyl)urea